(S,Z)-2-((2-(fluoromethylene)tetrahydro-1H-pyrrolizin-7a(5H)-yl)methoxy)-4-methoxy-5,6,7,8-tetrahydropyrido[3,4-d]pyrimidine F\C=C/1\C[C@@]2(CCCN2C1)COC=1N=C(C2=C(N1)CNCC2)OC